OC1=CC(=C(C(=C1C(C=CC1=CC=C(C=C1)O)=O)OC)OC)OC 1-(6-Hydroxy-2,3,4-trimethoxyphenyl)-3-(4-hydroxy-phenyl)prop-2-en-1-one